C(C)OC(=O)N1C=CC2=C(C=C(C=C12)[C@@H](C)N[S@](=O)C(C)(C)C)C(F)F (R)-6-(1-(((R)-tert-butylsulfinyl)amino)ethyl)-4-(difluoromethyl)-1H-indole-1-carboxylic acid ethyl ester